N1[C@@H](CCC1)[C@@H]1OCCC2=CC(=CC=C12)C1NCCCC1 2-((R)-1-((S)-pyrrolidin-2-yl)isochroman-6-yl)piperidine